methyl 4-cyclopropoxy-2-(trifluoromethyl)pyridine-3-carboxylate C1(CC1)OC1=C(C(=NC=C1)C(F)(F)F)C(=O)OC